2,3-dihydro-4H-benzo[b][1,4]oxazine O1C2=C(NCC1)C=CC=C2